CC1=C(C=C2CCC3(CNCC3)NC2=N1)C1=NC=CC=N1 7-methyl-6-(pyrimidin-2-yl)-3,4-dihydro-1H-spiro[1,8-naphthyridine-2,3'-pyrrolidine]